C(C1=CC=CC=C1)N1C2CN(C(C1)C2)C(=O)OC(C)(C)C tert-Butyl 5-benzyl-2,5-diazabicyclo[2.2.1]heptane-2-carboxylate